BrCC(=O)C12CC(C1)(C2)F 2-bromo-1-(3-fluorobicyclo[1.1.1]pentan-1-yl)ethan-1-one